4-((4-((2-(Dimethylphosphoryl)-4-(pyridin-2-yl)phenyl)amino)-5-(trifluoromethyl)pyrimidin-2-yl)amino)-N-methoxybenzeneFormamide CP(=O)(C)C1=C(C=CC(=C1)C1=NC=CC=C1)NC1=NC(=NC=C1C(F)(F)F)NC1=CC=C(C=C1)C(=O)NOC